Octyl-decyl-dimethyl-ammonium chloride [Cl-].C(CCCCCCC)[N+](C)(C)CCCCCCCCCC